The molecule is a trifluoroacetamide resulting from the formal condensation of the amino group of 8-aminooctan-1-ol with trifluoroacetic acid. It is a secondary carboxamide and a trifluoroacetamide. C(CCCCO)CCCNC(=O)C(F)(F)F